C(=O)[C@@H]1[C@@H]2C[C@@H]2CN1C(=O)OC(C)(C)C tert-butyl (1R,2S,5S)-2-formyl-3-azabicyclo[3.1.0]hexane-3-carboxylate